FC(C1=C(C=CC=C1)C1CCCC=2C=CC(=CC12)COC1=CC2=C(C=N1)[C@H]1[C@@H](C2)[C@@H]1C(=O)OCC)(F)F (5aR,6S,6aS)-ethyl 3-((8-(2-(trifluoromethyl)phenyl)-5,6,7,8-tetrahydronaphthalen-2-yl)methoxy)-5,5a,6,6a-tetrahydrocyclopropa[4,5]cyclopenta[1,2-c]pyridine-6-carboxylate